SCCCCCCOC(=O)C1=NC2=CC=CC=C2C=C1 2-quinolinecarboxylic acid-6-mercaptohexyl ester